COC=1C=C(C=C(C1)OC)NC1=CC=C2N=CC(=NC2=C1)C=1C=NN(C1)C1CCN(CC1)C(=O)[C@H]1CN(CC1)C(C=C)=O (R)-1-(3-(4-(4-(7-((3,5-dimethoxyphenyl)amino)-quinoxalin-2-yl)-1H-pyrazol-1-yl)piperidine-1-carbonyl)pyrrolidin-1-yl)-prop-2-en-1-one